2-[2-(aminomethyl)-3,3-difluoro-allyl]-4-[[6-[6-(dimethylamino)-3-pyridyl]benzothiophen-2-yl]methyl]-1,2,4-triazol-3-one NCC(CN1N=CN(C1=O)CC=1SC2=C(C1)C=CC(=C2)C=2C=NC(=CC2)N(C)C)=C(F)F